8-bromo-6-(hydroxymethyl)-3,4-dihydroisoquinoline-2(1H)-carboxylic acid tert-butyl ester C(C)(C)(C)OC(=O)N1CC2=C(C=C(C=C2CC1)CO)Br